2-(4-(7-(3,4-dihydroquinolin-1(2H)-yl)-2-(3-(dimethylamino)pyrrolidin-1-yl)-5,6,7,8-tetrahydroquinazolin-4-yl)-1-(4-(dimethylamino)but-2-enoyl)piperazin-2-yl)acetonitrile N1(CCCC2=CC=CC=C12)C1CCC=2C(=NC(=NC2C1)N1CC(CC1)N(C)C)N1CC(N(CC1)C(C=CCN(C)C)=O)CC#N